O=C1N(CC2=CC(=CC=C12)O[C@H]1[C@H](CCCC1)NCC1=CC=NC=C1)C1C(NC(CC1)=O)=O 3-(1-oxo-5-(((1R,2S)-2-((pyridin-4-ylmethyl)amino)cyclohexyl)oxy)isoindolin-2-yl)piperidine-2,6-dione